N(=C=O)C1=C(C=CC=C1)N(C1=CC2=CC=CC=C2C=C1)C N-(2-isocyanatophenyl)-N-methylnaphthalene-2-amine